eugenol acetate (2-methoxy-4-prop-2-enylphenyl-acetate) COC1=C(C=CC(=C1)CC=C)CC(=O)O.C(C)(=O)O.C=1(C(O)=CC=C(CC=C)C1)OC